3-[4-(5,5-dimethyl-1,3,2-dioxaborinan-2-yl)phenyl]-4-[(4-methoxyphenyl)methyl]-5-(trifluoromethyl)-1,2,4-triazole CC1(COB(OC1)C1=CC=C(C=C1)C1=NN=C(N1CC1=CC=C(C=C1)OC)C(F)(F)F)C